[Na+].[Na+].[Gd+3] Gadolinium disodium (i)